O-(4-nitrobenzyl)hydroxylamine hydrochloride C1=CC2=C(C=C1N)N=CS2